C(C(=C)C)(=O)OCC(O[Si](C)(C)C)(O[Si](C)(C)C)O[Si](C)(C)C Tris(trimethylsiloxy)ethyl methacrylate